N-allyl-N-(6-chlorohexynyl)p-chlorobenzenesulfonamide methyl-(2S)-2-(tert-butoxycarbonylamino)-3-methyl-butanoate COC([C@H](C(C)C)NC(=O)OC(C)(C)C)=O.C(C=C)N(S(=O)(=O)C1=CC=C(C=C1)Cl)C#CCCCCCl